NC1=NC=C(C=N1)NC(OC(C)(C)C)=O Tert-Butyl (2-aminopyrimidin-5-yl)carbamate